methyl (2-{5-[1-{[tert-butylsulfinyl]amino}ethyl]-2-thienyl}phenyl)-2-methylpropanoate C(C)(C)(C)S(=O)NC(C)C1=CC=C(S1)C1=C(C=CC=C1)C(C(=O)OC)(C)C